COC1=CC=C(C=C1)S(=O)(=O)N\N=C/C=1N=C(N(C1)COCC[Si](C)(C)C)C(=O)OCC (Z)-ethyl 4-((2-((4-methoxyphenyl)sulfonyl)hydrazono)methyl)-1-((2-(trimethylsilyl)ethoxy)methyl)-1H-imidazole-2-carboxylate